ClC=1C=C2C(=NC(=NC2=C(C1C1=CC=CC2=CC=C(C(=C12)Cl)F)F)OCC12CCCN2CCC1)N1[C@H]2CCN([C@@H]2C1)C(C=C)=O 1-((1R,5S)-6-(6-chloro-8-fluoro-7-(8-chloro-7-fluoronaphthalen-1-yl)-2-((tetrahydro-1H-pyrrolizin-7a(5H)-yl)methoxy)quinazolin-4-yl)-2,6-diazabicyclo[3.2.0]hept-2-yl)prop-2-en-1-one